N-((6'-(4-fluorophenyl)-5-methoxy-[2,4'-bipyridin]-3'-yl)methyl)acrylamide FC1=CC=C(C=C1)C1=CC(=C(C=N1)CNC(C=C)=O)C1=NC=C(C=C1)OC